C(C1=CC=CC=C1)OC(=O)C1CCN(CC1)CC(=O)OC(C)(C)C 1-(2-tert-butoxy-2-oxoethyl)piperidine-4-carboxylic acid benzyl ester